tert-Butyl (2R,4S)-2-(cyanomethyl)-4-({6-[(1S)-1-[(2S)-4,4-difluoro-1-methylpyrrolidin-2-yl] ethoxy]-2-[N'-hydroxycarbamimidoyl]pyrimidin-4-yl}oxy)piperidine-1-carboxylate C(#N)C[C@H]1N(CC[C@@H](C1)OC1=NC(=NC(=C1)O[C@@H](C)[C@H]1N(CC(C1)(F)F)C)C(N)=NO)C(=O)OC(C)(C)C